1-methyl-3-(4-(trifluoromethyl)piperidin-4-yl)urea hydrochloride Cl.CNC(=O)NC1(CCNCC1)C(F)(F)F